NC1=C(C(=NN1C1CC(C1)(C)O)C1=C2C=NNC2=C(C=C1)CNC(C1=C(C=CC(=C1)F)OC)=O)C#N N-((4-(5-Amino-4-cyano-1-((1s,3s)-3-hydroxy-3-methylcyclobutyl)-1H-pyrazol-3-yl)-1H-indazol-7-yl)methyl)-5-fluoro-2-methoxybenzamide